FC=1C=C(C=CC1C=1C=2C(=C(SC2N2C(=NN=C2[C@@H](N1)C)C)C)C)C1CCC2(CCN(C2)C(=O)OC(C)(C)C)CC1 tert-butyl 8-[3-fluoro-4-[(9S)-4,5,9,13-tetramethyl-3-thia-1,8,11,12-tetrazatricyclo[8.3.0.02,6]trideca-2(6),4,7,10,12-pentaen-7-yl]phenyl]-2-azaspiro[4.5]decane-2-carboxylate